3-(((7-(2-aminopyrimidin-4-yl)-2,3-dihydrofuro[3,2-c]pyridin-4-yl)amino)methyl)-4-fluoro-N-(tetrahydro-2H-pyran-4-yl)benzamide Sodium [Na].NC1=NC=CC(=N1)C=1C2=C(C(=NC1)NCC=1C=C(C(=O)NC3CCOCC3)C=CC1F)CCO2